FC1=CC=C(C=C1)C1=NC=CC=2C3=CC=CC=C3NC12 1-(4-fluoro-phenyl)-β-carboline